6-chloro-N-[5-(2,2-difluoroethyl)-4,6-dimethoxy-pyrimidin-2-yl]-7-(3-methylpyrazin-2-yl)-1H-indole-3-sulfonamide ClC1=CC=C2C(=CNC2=C1C1=NC=CN=C1C)S(=O)(=O)NC1=NC(=C(C(=N1)OC)CC(F)F)OC